tert-Butyl (R)-4-((tert-Butyldimethylsilyl)oxy)-2-oxopyrrolidine-1-carboxylate [Si](C)(C)(C(C)(C)C)O[C@@H]1CC(N(C1)C(=O)OC(C)(C)C)=O